1,1-Bis(4-maleimidophenyl)cyclohexane C1(C=CC(N1C1=CC=C(C=C1)C1(CCCCC1)C1=CC=C(C=C1)N1C(C=CC1=O)=O)=O)=O